4-((1-(((1-Aminoisoquinolin-5-yl)amino)methyl)-2-(benzo[d]oxazol-2-yl)-2-azabicyclo[2.1.1]hexan-4-yl)methoxy)-1-methylpyridin-2(1H)-one NC1=NC=CC2=C(C=CC=C12)NCC12N(CC(C1)(C2)COC2=CC(N(C=C2)C)=O)C=2OC1=C(N2)C=CC=C1